N=1C=CN2C1N=CC(=C2)C(=O)O Imidazo[1,2-a]Pyrimidine-6-carboxylic acid